4-{[1-(1H-benzo[d]imidazol-6-yl)-1H-1,2,3-triazol-4-yl]methyl}-6-hydroxy-5-oxo-4,5-dihydrothieno[3,2-b]pyridine-7-carboxylic acid N1C=NC2=C1C=C(C=C2)N2N=NC(=C2)CN2C1=C(C(=C(C2=O)O)C(=O)O)SC=C1